ClC1=CC=C(C2=C1C=CO2)C2(OC1=C(O2)C=CC=C1C=1CC=NCC1)C 4-(2-(4-chlorobenzofuran-7-yl)-2-methylbenzo[d][1,3]Dioxolan-4-yl)-3,6-dihydropyridine